tert-butyl ((S)-(7-((S)-1-amino-2,2-difluoroethyl)imidazo[1,2-b]pyridazin-2-yl)(4,4-difluorocyclohexyl)methyl)carbamate N[C@H](C(F)F)C1=CC=2N(N=C1)C=C(N2)[C@H](C2CCC(CC2)(F)F)NC(OC(C)(C)C)=O